6-(2-(6-((7R)-7-Amino-2-azabicyclo[2.2.1]heptane-2-carbonyl)-4-methoxy-3-methylpyrazolo[1,5-a]pyridin-2-yl)-1-(cyclopropylmethyl)-1H-indol-6-yl)isoindolin-1-one N[C@H]1C2N(CC1CC2)C(=O)C=2C=C(C=1N(C2)N=C(C1C)C=1N(C2=CC(=CC=C2C1)C1=CC=C2CNC(C2=C1)=O)CC1CC1)OC